[C@H]12CN(C[C@H](CC1)N2)C2=NC(=NC=1CC3(CCC21)CCC2=C(C=CC=C23)Cl)OC[C@]23CCCN3[C@@H](CC2)CO ((3S,7aS)-7a-(((4'-((1R,5S)-3,8-diazabicyclo[3.2.1]octan-3-yl)-4-chloro-2,3,5',8'-tetrahydro-6'H-spiro[indene-1,7'-quinazolin]-2'-yl)oxy)methyl)hexahydro-1H-pyrrolizin-3-yl)methanol